ClC1=CC(=NC(=N1)C)NC=1SC(=CN1)C(=O)NC1=C(C=CC=C1C)Cl 2-[(6-chloro-2-methylpyrimidin-4-yl)amino]-N-(2-chloro-6-methylphenyl)-1,3-thiazole-5-carboxamide